OC(CC(=O)[O-])C.[Mg+2].OC(CC(=O)[O-])C magnesium β-hydroxybutyrate